[Si](C)(C)(C(C)(C)C)OC[C@H]1NCCOC1 (S)-3-(((tert-butyldimethylsilyl)oxy)methyl)morpholine